COC1=NN=C(C2=CC(=CC=C12)N1CCNCC1)N[C@H](C)C1=C(C(=CC=C1)C(F)(F)F)C (R)-4-methoxy-N-(1-(2-methyl-3-(trifluoromethyl)phenyl)ethyl)-7-(piperazin-1-yl)phthalazin-1-amine